C(C)(C)(C)N(C(O)=O)C1(CCN(CC1)C=1C=NC(=CC1)Br)C.BrCC1=CC=C(C=C1)C(F)(F)F 1-(bromomethyl)-4-(trifluoromethyl)benzene tert-butyl-(1-(6-bromopyridin-3-yl)-4-methylpiperidin-4-yl)carbamate